methyl 2-[[4-[6-[(4-cyano-2-fluoro-phenyl)methoxy]-2-pyridyl]-1-piperidyl]methyl]-3-[[(2S)-oxetan-2-yl]methyl]-7-(2-pyridyl)benzimidazole-5-carboxylate C(#N)C1=CC(=C(C=C1)COC1=CC=CC(=N1)C1CCN(CC1)CC=1N(C2=C(N1)C(=CC(=C2)C(=O)OC)C2=NC=CC=C2)C[C@H]2OCC2)F